C[C@H]1CN(CC2=CC=C(C=C12)OC[C@@H]1N(CCNC1)C)C1=C2C(=NC=C1)N(N=C2)C (4R)-4-methyl-2-(1-methylpyrazolo[3,4-b]pyridin-4-yl)-6-[[(2R)-1-methylpiperazin-2-yl]methoxy]-3,4-dihydro-1H-isoquinoline